IC1=CC=C(C=C1)C=1C=NC2=CC=CC=C2C1 3-(4-iodophenyl)quinoline